tetraphenoxylborate O(C1=CC=CC=C1)[B-](OC1=CC=CC=C1)(OC1=CC=CC=C1)OC1=CC=CC=C1